phosphocalcium beryllium [Be].P(=O)(=O)[Ca]